ClC=1C=C(C=CC1Cl)C=1C=NN2C1C(N(C=C2)CC(N2CCCC2)=O)=O 3-(3,4-dichlorophenyl)-5-(2-oxo-2-(pyrrolidin-1-yl)ethyl)pyrazolo[1,5-a]pyrazin-4(5H)-one